(2S,3S)-1,1-difluoro-2-methyl-3-(4-((4-(morpholinomethyl)phenyl)ethynyl)benzamido)-4-oxo-4-((pivaloyl-oxy)amino)butan-2-yl pivalate C(C(C)(C)C)(=O)O[C@](C(F)F)([C@@H](C(NOC(C(C)(C)C)=O)=O)NC(C1=CC=C(C=C1)C#CC1=CC=C(C=C1)CN1CCOCC1)=O)C